[Li].CNC dimethylamine lithium salt